FC1=C(C(=O)O)C(=CC=C1)OC 2-fluoro-6-methoxybenzoic acid